4-(N-(4-chlorophenyl)sulfamoyl)-N-(3-(morpholinosulfonyl)phenyl)benzamide ClC1=CC=C(C=C1)NS(=O)(=O)C1=CC=C(C(=O)NC2=CC(=CC=C2)S(=O)(=O)N2CCOCC2)C=C1